1-[2-[2-[(2R)-2-benzyloxypropoxy]ethoxy]ethyl]-3-bromo-pyrazole C(C1=CC=CC=C1)O[C@@H](COCCOCCN1N=C(C=C1)Br)C